(S)-ethyl 2-(2-((7-(5-((1,1-dimethylethylsulfinamido)methyl)furan-3-yl)benzofuran-5-yl)methoxy)phenyl)acetate CC(C)([S@](=O)NCC1=CC(=CO1)C1=CC(=CC=2C=COC21)COC2=C(C=CC=C2)CC(=O)OCC)C